FC1=C(C(=CC(=C1)F)F)SSCC ethyl (2,4,6-trifluorophenyl) disulfide